BrC=1C=CC2=C(N(C(N2)=O)C)C1 6-bromo-1-methyl-1H-benzo[d]imidazol-2(3H)-one